OC1=C(C=C(C(=C1)S(=O)(=O)O)O)CN(C(C)=O)CC1=C(C=C(C(=C1)O)C(=O)O)O N-(2,5-Dihydroxy-4-sulfophenylmethyl)N-(4-carboxy-2,5-dihydroxyphenylmethyl)acetamid